C(C)C=1N=NC=CC1C(=O)N ethylpyridazine-4-carboxamide